3,5-difluoro-4-((1S,2S)-2-(4,4,5,5-tetramethyl-1,3,2-dioxaborolan-2-yl)cyclopropyl)benzonitrile FC=1C=C(C#N)C=C(C1[C@@H]1[C@H](C1)B1OC(C(O1)(C)C)(C)C)F